C(CCCCCCCCCCC)(=O)N[C@@H]([C@H](O)C)C(=O)O n-Dodecanoyl-L-Threonine